ClC=1C=C(CNCCC(=O)NCCCNC2=NC3=C(C4=CN=CC=C24)C=CC(=C3)C(=O)N)C=C(C1)F 5-((3-(3-((3-Chloro-5-fluorobenzyl)amino)propanamido)propyl)amino)benzo[c][2,6]naphthyridine-8-carboxamide